COC1(OOC(CC1COC=1N=CC2=C(N1)NC(C=C2C)=O)(C)C)C (3-methoxy-3,6,6-trimethyl-1,2-dioxan-4-yl)methoxy-5-methylpyrido[2,3-d]pyrimidin-7(8H)-one